[Pd].[Ta].[Ti] titanium-tantalum-palladium